C12CC(CC2C1)OC1=C(C=C(C=C1F)NC(=O)C=1N=C(OC1CC(F)(F)F)N1CC(OCC1)(C)C)F N-(4-(cis-bicyclo[3.1.0]hexan-3-yloxy)-3,5-difluorophenyl)-2-(2,2-dimethylmorpholino)-5-(2,2,2-trifluoroethyl)oxazole-4-carboxamide